(S)-4-(3-chloro-4-(9-(5-chloro-2-cyanobenzyl)-6-(1-methylcyclopropoxy)-9H-purin-8-yl)phenoxy)-2-methylbutanoic acid ClC=1C=C(OCC[C@@H](C(=O)O)C)C=CC1C=1N(C2=NC=NC(=C2N1)OC1(CC1)C)CC1=C(C=CC(=C1)Cl)C#N